[Li].C1(=CC=CC=C1)PC(C1=C(C=C(C=C1C)C)C)=O phenyl-2,4,6-trimethylbenzoyl-phosphine Lithium